tert-butyl (4-(5-(((allyloxy)carbonyl)amino)-1H-benzo[d]imidazol-2-yl)phenyl)carbamate C(C=C)OC(=O)NC1=CC2=C(NC(=N2)C2=CC=C(C=C2)NC(OC(C)(C)C)=O)C=C1